N-isopropylylacrylamide C(C)(C)=NC(C=C)=O